ClC1=CC=C(C=C1)N1N=C(C=C1C1=CC=CC=C1)N 1-(4-chlorophenyl)-5-phenyl-1H-pyrazole-3-amine